C(CCCCCCC\C=C/CCCCCCCC)OC(C=O)COCCCCCCCC\C=C/CCCCCCCC 2,3-bis[(Z)-octadec-9-enoxy]Propionaldehyde